1-[2-(aminomethyl)-4-chlorobenzyl]-2-thioxo-1,2,3,5-tetrahydro-4H-pyrrolo[3,2-d]pyrimidin-4-one NCC1=C(CN2C(NC(C3=C2C=CN3)=O)=S)C=CC(=C1)Cl